BrC=1N(N=C2C1[C@@H](NCC2)C)C2=CC(=C(C(=C2)C)F)C (S)-3-bromo-2-(4-fluoro-3,5-dimethylphenyl)-4-methyl-4,5,6,7-tetrahydro-2H-pyrazolo[4,3-c]pyridine